2-Amino-3,4,5,6-tetrafluorobenzoic acid NC1=C(C(=O)O)C(=C(C(=C1F)F)F)F